1-(4-((1R,2S)-4,4-difluoro-6-hydroxy-2-phenyl-1,2,3,4-tetrahydronaphthalen-1-yl)phenyl)piperidine-4-carbaldehyde FC1(C[C@@H]([C@@H](C2=CC=C(C=C12)O)C1=CC=C(C=C1)N1CCC(CC1)C=O)C1=CC=CC=C1)F